C1(CC1)C1=NC(=NO1)C=1C=C2CC[C@H](C2=CC1)NC(OCCOC)=O 2-methoxyethyl (R)-(5-(5-cyclopropyl-1,2,4-oxadiazol-3-yl)-2,3-dihydro-1H-inden-1-yl)carbamate